(rac)-(2s,4s)-2-(6-(4-(trifluoromethyl)phenyl)-2-azaspiro[3.4]octane-2-carbonyl)-7-oxa-5-azaspiro[3.4]octan-6-one FC(C1=CC=C(C=C1)[C@H]1CC2(CN(C2)C(=O)C2CC3(C2)NC(OC3)=O)CC1)(F)F |r|